C(C)(C)(C)N(C(O)=O)[C@@H](CC1=C(C=CC=C1F)Br)CO[Si](C)(C)C(C)(C)C.OCC[C@H](C)NC(=N)N (S)-1-(4-hydroxybut-2-yl)guanidine (S)-tert-butyl-(1-(2-bromo-6-fluorophenyl)-3-((tert-butyldimethylsilyl)oxy)propan-2-yl)carbamate